C1=COC2=C1C1=CC3=CC=CC=C3C=C1C=C2 anthrafuran